tert-butyl-undecane Ethyl-2-{2-bromo-4-cyclopropyl-7-oxo-6H,7H-thieno[2,3-d]pyridazin-6-yl}acetate C(C)OC(CN1N=C(C2=C(C1=O)SC(=C2)Br)C2CC2)=O.C(C)(C)(C)CCCCCCCCCCC